ClC1=C(C=C(C=C1)F)C1NC(C2=C1C(=CC1=C(N(N=C21)C)C=O)NC(C2=CC(=CC(=C2)C(F)(F)F)F)=O)=O N-[6-(2-chloro-5-fluorophenyl)-3-formyl-2-methyl-8-oxo-7,8-dihydro-6H-pyrrolo[4,3-g]indazol-5-yl]-3-fluoro-5-(trifluoromethyl)benzamide